C1C2OC3=C(N21)C=CC=C3 aziridino[2,1-b][1,3]benzoxazole